C(C)(C)(C)N1NC=C(C(=C1)Cl)OCC1=C(C=C(C=C1)CO)OC 2-(tert-butyl)-4-chloro-5-((4-(hydroxymethyl)-2-methoxybenzyl)oxy)pyridazin